C(C=C)C=1C=C(C(O)=C(C1)O)O 4-allyl-6-hydroxypyrocatechol